Chloro{5-(ethylsulfanyl)-1-methyl-4-[7-methyl-3-(trifluoromethyl)-7H-imidazo[4,5-c]pyridazin-6-yl]-1H-imidazol-2-yl}zinc lithium chloride [Cl-].[Li+].Cl[Zn]C=1N(C(=C(N1)C1=NC2=C(N=NC(=C2)C(F)(F)F)N1C)SCC)C